tert-butyl (6-(((2,6-dioxo-4-phenylcyclohexylidene)methyl)amino)hexyl)carbamate O=C1C(C(CC(C1)C1=CC=CC=C1)=O)=CNCCCCCCNC(OC(C)(C)C)=O